C(C1=CC=CC=C1)OC1=C(C(=O)N2CC3=CC=C(C=C3CC2)C(=O)N(C)C)C(=CC(=C1C)O)O 2-(2-(benzyloxy)-4,6-dihydroxy-3-methylbenzoyl)-N,N-dimethyl-1,2,3,4-tetrahydroisoquinoline-6-carboxamide